2-(2,5-dimethylphenyl)cyclohexanone CC1=C(C=C(C=C1)C)C1C(CCCC1)=O